FC1(C(C1)C1=CC=C(C=C1)CC(=O)N)F [4-(2,2-difluorocyclopropyl)phenyl]acetamide